(S)-4-(7-fluoroimidazo[1,2-a]pyridin-3-yl)-7-((5-(2-(methoxymeth-yl)morpholino)pyridin-2-yl)amino)isoindolin-1-one FC1=CC=2N(C=C1)C(=CN2)C2=C1CNC(C1=C(C=C2)NC2=NC=C(C=C2)N2C[C@H](OCC2)COC)=O